FC1=C(C(=CC=C1)F)C1=N[C@H](C2=NC(=CN2C=2SC=3CCCOCC3C12)C(=O)O)C (7S)-9-(2,6-difluorophenyl)-7-methyl-13-oxa-18-thia-2,5,8-triazatetracyclo[8.8.0.02,6.011,17]octadeca-1(10),3,5,8,11(17)-pentaene-4-carboxylic acid